2,6-di-t-butyl-4-aminophenol C(C)(C)(C)C1=C(C(=CC(=C1)N)C(C)(C)C)O